(E)-3-(2-chlorobenzylidene)-6-methyl-2-(2-chlorophenyl)-2,3-dihydro-4H-1-benzopyran-4-one ClC1=C(\C=C\2/C(OC3=C(C2=O)C=C(C=C3)C)C3=C(C=CC=C3)Cl)C=CC=C1